N-(5-(2-(methylsulfonamido)-2-oxoethyl)-1-(4-(trifluoro-methyl)phenyl)-1,2,3,4-tetrahydroquinolin-3-yl)acrylamide CS(=O)(=O)NC(CC1=C2CC(CN(C2=CC=C1)C1=CC=C(C=C1)C(F)(F)F)NC(C=C)=O)=O